[C@H]12CNC[C@H](CC1)N2C=2C1=C(N=C(N2)OC[C@]23CCCN3C[C@@H](C2)F)C(=C(N=C1)C1=CC=C(C2=C1N=C(S2)N)F)F 4-(4-((1R,5S)-3,8-diaza-bicyclo[3.2.1]octan-8-yl)-8-fluoro-2-(((2R,7aS)-2-fluorotetrahydro-1H-pyrrolizin-7a(5H)-yl)methoxy)-pyrido[4,3-d]pyrimidin-7-yl)-7-fluorobenzo[d]thiazol-2-amine